C(CCCCCCCCCO)CCCCCCCC[C@H](CC(=O)O)O The molecule is a dihydroxy monocarboxylic acid that is 21-hydroxyhenicosanoic acid in which the pro-R hydrogen beta to the carboxy group is replaced by a hydroxy group. It is a 3-hydroxy carboxylic acid, an omega-hydroxy fatty acid, a dihydroxy monocarboxylic acid and a long-chain fatty acid. It derives from a 21-hydroxyhenicosanoic acid.